dichloroisopentyl diphosphate O(P([O-])(=O)OP(=O)([O-])[O-])C(CC(C)C)(Cl)Cl